tert-butyl 3-(4-(6-((2-(difluoromethyl)-6-((2,4-dimethoxybenzyl)amino)pyrimidin-4-yl)amino)-4-methoxypyridin-3-yl)-1H-pyrazol-1-yl)pyrrolidine-1-carboxylate FC(C1=NC(=CC(=N1)NC1=CC(=C(C=N1)C=1C=NN(C1)C1CN(CC1)C(=O)OC(C)(C)C)OC)NCC1=C(C=C(C=C1)OC)OC)F